O1C(=CC=C1)P(OC=1C=CC=C2C=CC=NC12)C=1OC=CC1 8-((di(furan-2-yl)phosphanyl)oxy)quinoline